C(=O)O.FC([C@@H](O)C1=CC(=C(C=N1)C=1C(N(C2=CC(=NC=C2C1)NC(=O)C1CC1)C)=O)C)(C)F (S)-N-(3-(6-(2,2-difluoro-1-hydroxypropyl)-4-methylpyridin-3-yl)-1-methyl-2-oxo-1,2-dihydro-1,6-naphthyridin-7-yl)cyclopropanecarboxamide formate